2-(5-bromo-1-((tetrahydro-2H-pyran-4-yl)methyl)-1H-pyrazol-3-yl)propan-2-ol BrC1=CC(=NN1CC1CCOCC1)C(C)(C)O